FC=1C=CC2=C(NCC3=C(N2)N(N=C3)C)C1 7-Fluoro-1-methyl-1,4,5,10-tetrahydro-benzo[b]pyrazolo-[3,4-e][1,4]diazepine